C1=CCCC=CCC1.C1=CCCC=CCC1.[Ni] nickel(0) bis(1,5-cyclooctadiene)